FC(C1CO1)(F)F 3,3,3-trifluoropropylene oxide